C(C=C)C1=C(C=CC(=C1)F)NC1=CN=C(C=C1C(=O)NC=1C(=NC(=CC1)OC)CCC=C)C(F)(F)F 5-((2-Allyl-4-fluorophenyl)amino)-N-(2-(but-3-en-1-yl)-6-methoxypyridin-3-yl)-2-(trifluoromethyl)isonicotinamide